2-ethyl-N-[(1S)-2-[[5-(3-ethyl-5-methyl-1H-pyrazol-4-yl)-6-fluoro-2-pyridinyl]amino]-2-oxo-1-[(7S)-spiro[2.5]oct-7-yl]ethyl]pyrazole-3-carboxamide C(C)N1N=CC=C1C(=O)N[C@H](C(=O)NC1=NC(=C(C=C1)C=1C(=NNC1C)CC)F)[C@H]1CCCC2(CC2)C1